7-cyano-4-methyl-1,2,3,4-tetrahydroquinoxaline-6-carboxylic acid methyl ester COC(=O)C=1C=C2N(CCNC2=CC1C#N)C